B(OCCCC)(OCCCC)OCCCC Boric acid tri-n-butyl ester